(2-(3-(tert-butyl)phenyl)-6-azaspiro[3.4]oct-6-yl)((1s,3s)-3-hydroxy-3-methylcyclobutyl)methanone C(C)(C)(C)C=1C=C(C=CC1)C1CC2(C1)CN(CC2)C(=O)C2CC(C2)(C)O